4-(6-cyclopropylimidazo[1,2-a]pyridin-2-yl)-5,6-dihydro-4H-pyrrolo[1,2-b]pyrazole-2-carboxylic acid C1(CC1)C=1C=CC=2N(C1)C=C(N2)C2CCN1N=C(C=C12)C(=O)O